tert-butyl (S)-2-[7-chloro-2-(3,4,5,6-tetrahydro-2H-pyran-4-yl methyl)-1,2,3,4-tetrahydroisoquinolin-5-yl]pyrrolidine-1-carboxylate ClC1=CC(=C2CCN(CC2=C1)CC1CCOCC1)[C@H]1N(CCC1)C(=O)OC(C)(C)C